CS(C)=O Dimethyl-sulfAn oxide